(R)-6-(2,6-dichloro-3,5-dimethoxyphenyl)-N-(4-(hexahydropyrrolo[1,2-a]pyrazin-2(1H)-yl)phenyl)-[1,2,4]triazolo[4',3':1,6]pyrido[2,3-d]pyrimidin-2-amine ClC1=C(C(=C(C=C1OC)OC)Cl)C1=CC2=C(N=C(N=C2)NC2=CC=C(C=C2)N2C[C@@H]3N(CC2)CCC3)N3C1=NN=C3